(3S,4aR,6S,8aR)-6-(([1H]1,2,4-triazol-5-yl-sulfonyl)methyl)-1,2,3,4,4a,5,6,7,8,8a-decahydroisoquinoline-3-carboxylic acid N1N=CN=C1S(=O)(=O)C[C@@H]1C[C@@H]2C[C@H](NC[C@@H]2CC1)C(=O)O